N-[(1S)-1-cyclopropyl-2-hydroxyethyl]-6-[4-(difluoromethyl)phenyl]-3-oxo-2-(pyridin-3-yl)-2,3-dihydropyridazine-4-carboxamide C1(CC1)[C@@H](CO)NC(=O)C=1C(N(N=C(C1)C1=CC=C(C=C1)C(F)F)C=1C=NC=CC1)=O